COC=1C(=NC=2N(C1COC)C=NC2C(=O)NC(C)(C)C2=CC(=CC=C2)OCCC)C 3-Methoxy-4-(methoxymethyl)-2-methyl-N-(2-(3-propoxyphenyl)propan-2-yl)imidazo[1,5-a]pyrimidine-8-carboxamide